C(CCC\C=C\CCCCCC)O (E)-5-dodecen-1-ol